C(C1=CC=CC=C1)N1C2=CC=C(C=C2C=2C=CN=C(C12)C)NC(=S)NC1=CC=C(C=C1)F 1-(9-benzyl-1-methyl-β-carbolin-6-yl)-3-(4-fluorophenyl)thiourea